tert-butyl (R,Z)-3-((tert-butylsulfinyl)imino)-3H-spiro[benzofuran-2,4'-piperidine]-1'-carboxylate C(C)(C)(C)[S@@](=O)\N=C/1\C2=C(OC13CCN(CC3)C(=O)OC(C)(C)C)C=CC=C2